3-(hydroxymethyl)-3-(4-methoxyphenyl)cyclobutan-1-ol OCC1(CC(C1)O)C1=CC=C(C=C1)OC